(R/S)-N-(1-(3-amino-5-fluorophenyl)ethyl)-2-methyl-6-morpholino-8,9-dihydro-7H-cyclopenta[h]quinazolin-4-amine NC=1C=C(C=C(C1)F)[C@@H](C)NC1=NC(=NC2=C3C(=C(C=C12)N1CCOCC1)CCC3)C |r|